2-(5-(cyclopropylmethyl)-3-(6-fluoro-2'-methyl-2',3',4',5'-tetrahydro-[1,1'-biphenyl]-3-yl)-4-(3-fluoro-4-sulfamoylbenzyl)-1H-pyrazol-1-yl)thiazole-4-carboxylic acid C1(CC1)CC1=C(C(=NN1C=1SC=C(N1)C(=O)O)C=1C=C(C(=CC1)F)C=1C(CCCC1)C)CC1=CC(=C(C=C1)S(N)(=O)=O)F